N-[1-[3-(morpholine-4-carbonyl)pyrazin-2-yl]ethyl]3,5-bis(trifluoromethyl)benzamide N1(CCOCC1)C(=O)C=1C(=NC=CN1)C(C)NC(C1=CC(=CC(=C1)C(F)(F)F)C(F)(F)F)=O